[C@H]12CN(C[C@H](CC1)N2)C=2C1=C(N=C(N2)OCC2=CC3=NN(C=C3N2)C)C(=C(N=C1)C=1C=C(C=C(C1C(F)(F)F)Cl)O)F 3-(4-((1R,5S)-3,8-Diazabicyclo[3.2.1]octan-3-yl)-8-fluoro-2-((2-methyl-2,4-dihydropyrrolo[3,2-c]pyrazol-5-yl)methoxy)pyrido[4,3-d]pyrimidin-7-yl)-5-chloro-4-(trifluoromethyl)phenol